4,4,5,5-tetramethyl-2-(1-naphthyl)-1,3,2-dioxaborolan CC1(OB(OC1(C)C)C1=CC=CC2=CC=CC=C12)C